(2-((5-bromopyrimidin-2-yl)-amino)ethyl)carbamic acid tert-butyl ester C(C)(C)(C)OC(NCCNC1=NC=C(C=N1)Br)=O